N-(1-(5-bromopyrimidin-2-yl)-3-methoxycyclobutyl)-2-methylpropane-2-sulfinamide BrC=1C=NC(=NC1)C1(CC(C1)OC)NS(=O)C(C)(C)C